NC1=C(C=2OCCN(C2C=N1)C(=O)NC=1C=NC(=C(C1)Cl)N1N=CC=N1)Br 7-Amino-8-bromo-N-(5-chloro-6-(2H-1,2,3-triazol-2-yl)pyridin-3-yl)-2,3-dihydro-4H-pyrido[4,3-b][1,4]oxazine-4-carboxamide